N-((1r,3r)-3-((5-(1-(2,2-difluoroethyl)-1H-benzo[d][1,2,3]triazol-6-yl)-4-methoxy-7H-pyrrolo[2,3-d]pyrimidin-2-yl)amino)-1-methylcyclobutyl)propionamide FC(CN1N=NC2=C1C=C(C=C2)C2=CNC=1N=C(N=C(C12)OC)NC1CC(C1)(C)NC(CC)=O)F